CCCCC[C@H](C)O (S)-(+)-2-heptanol